COC=1C=CC=C2C3=C(NC12)CN(CC3)CC[C@@H]3CC[C@H](CC3)NC(N(C)C)=O 3-(trans-4-(2-(8-methoxy-1,3,4,9-tetrahydro-2H-pyrido[3,4-b]indol-2-yl)ethyl)cyclohexyl)-1,1-dimethylurea